3-amino-4,5-dichlorothiophene-2-carboxylic acid hydrochloride Cl.NC1=C(SC(=C1Cl)Cl)C(=O)O